ClC1=C(C(=CC=C1Cl)O)[C@H]1C[C@H]2C[C@H](CC(N2C1)=O)N1CCNCC1 (2R,7R,8aS)-2-(2,3-dichloro-6-hydroxyphenyl)-7-(piperazin-1-yl)hexahydroindolizin-5(1H)-one